4-(4-amino-7-(1,4-dioxaspiro[4.5]decan-8-yl)-5H-pyrrolo[3,2-d]pyrimidin-5-yl)-N-(4-(trifluoromethyl)pyridin-2-yl)benzamide NC=1C2=C(N=CN1)C(=CN2C2=CC=C(C(=O)NC1=NC=CC(=C1)C(F)(F)F)C=C2)C2CCC1(OCCO1)CC2